NC1=NC=CC=C1C1=NC=2C(=NC(=CC2)C2=CC=CC=C2)N1C=1C=CC(=NC1)CN1CC2(C1)CC(C2)C(=O)OC methyl 2-((5-(2-(2-aminopyridin-3-yl)-5-phenyl-3H-imidazo[4,5-b]pyridin-3-yl)pyridin-2-yl)methyl)-2-azaspiro[3.3]heptane-6-carboxylate